5-bromo-3-(1-((4-fluoro-tetrahydro-2H-pyran-4-yl)methyl)-1H-pyrazol-4-yloxy)pyrazin-2-amine BrC=1N=C(C(=NC1)N)OC=1C=NN(C1)CC1(CCOCC1)F